6-Fmocaminocaproic acid C(=O)(OCC1C2=CC=CC=C2C2=CC=CC=C12)NCCCCCC(=O)O